O=C(CCS(=O)(=O)O)NCCS(=O)(=O)O 3-oxo-3-((2-sulfoethyl)amino)propane-1-sulfonic acid